(R)-N-(4-(4-(4-oxa-7-azaspiro[2.5]oct-7-yl)-7H-pyrrolo[2,3-d]pyrimidin-6-yl)phenyl)-4-((3-aminopiperidin-1-yl)methyl)pyridine-2-carboxamide C1CC12OCCN(C2)C=2C1=C(N=CN2)NC(=C1)C1=CC=C(C=C1)NC(=O)C1=NC=CC(=C1)CN1C[C@@H](CCC1)N